ClC=1C=C(C=C(C1OC=1C=C2CCN(C(C2=CC1)=O)C1=CC=NC=C1)Cl)N1N=CC(NC1=O)=O 2-(3,5-dichloro-4-((1-oxo-2-(pyridin-4-yl)-1,2,3,4-tetrahydroisoquinoline-6-Yl)oxy)phenyl)-1,2,4-triazine-3,5(2H,4H)-dione